C(C)OC(=O)C1=C(NC(=C(C1C)C(=O)OCC)C)C 1,4-dihydro-2,4,6-trimethyl-3,5-pyridinedicarboxylic acid diethyl ester